NC1=C(C=C(C(=O)N2C[C@H](CC2)C#CC2=C3CN(C(C3=CC=C2)=O)C2C(NC(CC2)=O)=O)C=C1)OC 3-(4-{2-[(3R)-1-(4-amino-3-methoxybenzoyl)pyrrolidin-3-yl]ethynyl}-1-oxo-3H-isoindol-2-yl)piperidine-2,6-dione